2-(4-chlorophenyl)-5-amino-4-hydroxy-3(2H)-furanone ClC1=CC=C(C=C1)C1OC(=C(C1=O)O)N